F[B-](F)(F)F.C(=C)N1CCCC1 1-vinylpyrrolidine tetrafluoroborate